1,1-difluoroethanesulfonic acid (4-methylphenyl)diphenylsulfonium salt CC1=CC=C(C=C1)[S+](C1=CC=CC=C1)C1=CC=CC=C1.FC(C)(S(=O)(=O)[O-])F